C(C)(C)(C)OC(=O)N1N=CC(=C1)B1OC(C(O1)(C)C)(C)C 4-(4,4,5,5-tetramethyl-1,3,2-dioxaborolan-2-yl)-1H-pyrazole-1-carboxylic acid tert-butyl ester